6-(1-acetylazetidin-3-yl)-7-chlorocinnolin-3-yl triflate O(S(=O)(=O)C(F)(F)F)C=1N=NC2=CC(=C(C=C2C1)C1CN(C1)C(C)=O)Cl